1,3-diphenyl-1,3-propanediol dibenzoate C(C1=CC=CC=C1)(=O)OC(CC(OC(C1=CC=CC=C1)=O)C1=CC=CC=C1)C1=CC=CC=C1